7-methoxy-2,3,4,5-tetrahydro-1H-3-benzazepine hydrochloride Cl.COC1=CC2=C(CCNCC2)C=C1